C(C)(C)(C)OOC(C)(CC)OOC(C)(C)C 2,2-di(tert-butyl-peroxy)butane